N1(N=CC=C1)C1=NC2=CC(=CC(=C2C=C1)S(N)(=O)=O)NC(CC1=C(C=CC=C1)Cl)=O N-(2-(1H-pyrazol-1-yl)-5-sulfamoylquinolin-7-yl)-2-(2-chlorophenyl)acetamide